Azidomannose N(=[N+]=[N-])C(=O)[C@@H](O)[C@@H](O)[C@H](O)[C@H](O)CO